(2R,3S)-3-((6-fluoro-2-(2-methoxy-7-methylquinoxalin-5-yl)thiazolo[5,4-b]pyridin-5-yl)oxy)butan-2-yl (6-(2,2-difluoro-3-hydroxypropoxy)pyridin-3-yl)carbamate FC(COC1=CC=C(C=N1)NC(O[C@H](C)[C@H](C)OC1=C(C=C2C(=N1)SC(=N2)C2=C1N=CC(=NC1=CC(=C2)C)OC)F)=O)(CO)F